OC=1C=C(C=CC1O)C(C=O)O 3,4-dihydroxy-phenylglycolaldehyde